FC1=C(CNC(=O)C2=NC(=CC3=C2NC=N3)C3=CN=CS3)C(=CC=C1)C(F)(F)F N-(2-fluoro-6-(trifluoromethyl)benzyl)-6-(thiazol-5-yl)-3H-imidazo[4,5-c]pyridine-4-carboxamide